((S)-1-(((S)-4-(ethylamino)-3,4-dioxo-1-((S)-2-oxopyrrolidin-3-yl)butan-2-yl)amino)-1-oxo-3-phenylpropane-2-yl)carbamic acid 3-phenylpropyl ester C1(=CC=CC=C1)CCCOC(N[C@H](C(=O)N[C@@H](C[C@H]1C(NCC1)=O)C(C(=O)NCC)=O)CC1=CC=CC=C1)=O